CN1C(OCC2=C1C=CC(=C2)NC2=CC=C(C=C2)N2CCC(CC2)C(F)(F)F)=O 1-methyl-6-((4-(4-(trifluoromethyl)piperidin-1-yl)phenyl)amino)-1,4-dihydro-2H-benzo[d][1,3]oxazin-2-one